N-(1-(4,4-dimethylcyclohexylidene)-2-((4-(3,5-dimethylpyridin-4-yl)phenyl)amino)-2-oxoethyl)-1-methyl-1H-pyrazole-5-carboxamide CC1(CCC(CC1)=C(C(=O)NC1=CC=C(C=C1)C1=C(C=NC=C1C)C)NC(=O)C1=CC=NN1C)C